N(=C=O)CC1C2C(CC(C1)C2)CN=C=O 2,6-Bis-(isocyanato-methyl)-bicyclo[2.2.1]heptan